7-chloro-9-(4-{[6-(trifluoromethyl)pyridin-3-yl]oxy}phenyl)-3,4-dihydropyrido[2,1-c][1,2,4]thiadiazine 2,2-dioxide ClC=1C=C(C2=NS(CCN2C1)(=O)=O)C1=CC=C(C=C1)OC=1C=NC(=CC1)C(F)(F)F